C1(CC1)C=1C=C(C=CC1)[C@H](C)NC(=O)C=1C=C2C(=C(N(C2=CC1)CC1=CC=C(OCC(=O)OC)C=C1)C)C (S)-Methyl 2-(4-((5-((1-(3-cyclopropylphenyl)ethyl)carbamoyl)-2,3-dimethyl-1H-indol-1-yl)methyl)phenoxy)acetate